BrC1=CC=CC=2N(CCOCC21)C2=NC(N(C1=CC=CC(=C21)F)C([2H])([2H])[2H])=O 4-(6-bromo-2,3-dihydrobenzo[e][1,4]oxazepin-1(5H)-yl)-5-fluoro-1-(methyl-d3)quinazolin-2(1H)-one